CN(CCCC(=O)OC1=CC(=CC(=C1)CCCCCCCCCCCCCCC)OCCCCCCCCCC)C 3-(decyloxy)-5-pentadecylphenyl 4-(dimethylamino)butanoate